N-methyl-methoxyamine CNOC